C(#N)C=1C=CC(=C(C1)C1=CC(=NC=C1C(=O)NC=1SC2=C(N1)CN(C2)C2CC2)C)OC 4-(5-Cyano-2-methoxyphenyl)-N-(5-cyclopropyl-5,6-dihydro-4H-pyrrolo[3,4-d]thiazol-2-yl)-6-methylnicotinamide